5-(4-((3-ethyl-2,4-dioxo-1,2,3,4-tetrahydroquinazolin-7-yl)methyl)piperazin-1-yl)-6-fluoro-N-ethylpyridinecarboxamide C(C)N1C(NC2=CC(=CC=C2C1=O)CN1CCN(CC1)C=1C=CC(=NC1F)C(=O)NCC)=O